C12(CCC(CC1)CC2)CCCCCCCCCCC(=O)O 11-(bicyclo[2.2.2]oct-1-yl)undecanoic acid